C1=CC(=C(C(=C1)Cl)I)F 2-chloro-6-fluoroiodobenzene